C(CCCCC)C1N(C1)C(C(C(=O)[O-])(N1C(C1)CCCCCC)N1C(C1)CCCCCC)N1C(C1)CCCCCC tetra[2-hexyl-(1-aziridinyl)]propionate